C1(CC1)S(=O)(=O)NC1=CC=C2C=NC(=NC2=C1)C(=O)NC1=C(C=NC=C1)C=1C=NN(C1)C1CC1 7-(cyclopropylsulfonylamino)-N-(3-(1-cyclopropyl-1H-pyrazol-4-yl)pyridin-4-yl)quinazoline-2-carboxamide